C(C)OC(=O)C1=CC2=C(S1)C(=CC=C2Cl)COC 4-chloro-7-(methoxymethyl)benzo[b]thiophene-2-carboxylic acid ethyl ester